C(=O)(O)CCC(=O)C=1SC2=C(N1)C=CC(=C2)NC(COC2=CC1=C(N=C(S1)C(CCC(=O)O)=O)C=C2)=O 4-(6-(2-((2-(3-carboxypropanoyl)benzo[d]thiazol-6-yl)amino)-2-oxoethoxy)benzo[d]thiazol-2-yl)-4-oxobutanoic acid